CC1(COB(O1)C=1C=CC2=C(N(C(O2)=O)C)C1)C 5-(5,5-dimethyl-1,3,2-dioxaborolan-2-yl)-3-methyl-1,3-benzoxazol-2(3H)-one